R-phenyl hydroxy ketone OC(=O)C1=CC=CC=C1